(3-(2-oxo-1-oxa-3,8-diazaspiro[4.5]decan-3-yl)bicyclo[1.1.1]pentan-1-yl)methanesulfonic acid O=C1OC2(CN1C13CC(C1)(C3)CS(=O)(=O)O)CCNCC2